FC=1C=C(C=CC1)CNC(=O)C1CCN(CC1)C(C)C1=CC=C(C2=CC=CC=C12)C#CC1CCN(CC1)CCCO N-[(3-fluorophenyl)methyl]-1-[1-[4-[2-[1-(3-hydroxypropyl)-4-piperidyl]ethynyl]-1-naphthyl]ethyl]piperidine-4-carboxamide